NC1=NC=NN2C1=C(C=C2C=2C=C(C(=NC2C)C)C(=O)N[C@@H]2CN(C[C@@H]2F)C(C(C(F)(F)F)C)=O)C(F)(F)F 5-[4-Amino-5-(trifluoromethyl)pyrrolo[2,1-f][1,2,4]triazin-7-yl]-N-[(3R,4S)-4-fluoro-1-(3,3,3-trifluoro-2-methylpropanoyl)pyrrolidin-3-yl]-2,6-dimethylpyridin-3-carboxamid